N-[(1,3-Dicyclohexylhexahydro-2,4,6-trioxo-5-pyrimidinyl)carbonyl]-glycin C1(CCCCC1)N1C(N(C(C(C1=O)C(=O)NCC(=O)O)=O)C1CCCCC1)=O